C(CCCCCCCCCCC)C(OC(OCCCN(CC)CC)=O)CCOC(CCCCCC(CCCCCCCCC(=O)[O-])CCCCCCCCC(=O)[O-])=O 2-(10-dodecyl-3-ethyl-8,14-dioxo-7,9,13-trioxa-3-azanonadecan-19-yl)propane-1,3-diyldioctanoate